CC1=C2C=CN(C2=CC=C1C1=CC=C(C(=O)NCC=2C=NC=CC2)C=C1)C(CC)=O 4-(4-methyl-1-propionylindol-5-yl)-N-(pyridin-3-ylmethyl)benzamide